FC1=CC=C(C=C1)N1N=CC2=CC(=CC=C12)N1C2(CCC2)CCC1 5-(1-(4-fluorophenyl)-1H-indazol-5-yl)-5-azaspiro[3.4]octan